[Na+].NC1=NN2C(C=C(C=C2)C=2C=NC(=C(C(=O)[O-])C2)OC)=N1 5-(2-amino-[1,2,4]triazolo[1,5-a]pyridin-7-yl)-2-methoxynicotinic acid sodium salt